1-(1H-Benzo[d]imidazol-5-yl)-5-(3-hydroxyphenyl)imidazolidin-2-on 2,4,6-trimethylbenzoyl-ethylphosphinate CC1=C(C(=O)P(O)(=O)CC)C(=CC(=C1)C)C.N1C=NC2=C1C=CC(=C2)N2C(NCC2C2=CC(=CC=C2)O)=O